NC1=CC(=C(C=C1)C1=CC(OC2=CC(=CC=C12)O[C@@H](C(=O)N(CC)CC(=O)NCCN(C)C)C)=O)Cl (2R)-2-[4-(4-amino-2-chloro-phenyl)-2-oxo-chromen-7-yl]oxy-N-[2-[2-(dimethylamino)ethylamino]-2-oxo-ethyl]-N-ethyl-propionamide